CC1(N(CCC1)CCNC(=O)C=1C=C(C(=NC1)C)NC(=O)C=1C=NN2C1SC(=C2)C=2C=NC=C(C2)S(=O)(=O)C)C N-(5-((2-(2,2-dimethylpyrrolidin-1-yl)ethyl)carbamoyl)-2-methylpyridin-3-yl)-2-(5-(methylsulfonyl)pyridin-3-yl)pyrazolo[5,1-b]thiazole-7-carboxamide